BrC1=CC2=C(O1)C=C(S2)C=O 2-bromothieno[3,2-b]furan-5-carbaldehyde